ClCC1=CN=C(S1)CC 5-(chloromethyl)-2-ethyl-1,3-thiazole